C(C)(C)(C)OC(C1=NC=CC=C1OC)=O 3-methoxypicolinic acid tert-butyl ester